9-(4-chloro-2-fluorophenyl)-7-[(2S)-2-(1-cyclopropylpyrazol-4-yl)morpholin-4-yl]-2,3-dimethylpyrazino[1,2-a]pyrimidin-4-one ClC1=CC(=C(C=C1)C1=NC(=CN2C1=NC(=C(C2=O)C)C)N2C[C@@H](OCC2)C=2C=NN(C2)C2CC2)F